3-[(5-nitrothiophen-2-yl)methylideneamino]-2-sulfanylidene-1,3-thiazolidin-4-one [N+](=O)([O-])C1=CC=C(S1)C=NN1C(SCC1=O)=S